ClC=1N=C(SC1)C=1N=NN(C1)[C@@H]1[C@H]([C@@H](SC=2C=NC(=C(C2)Br)C#N)O[C@@H]([C@@H]1O)CO)OC 5-bromo-6-cyano-3-pyridyl 3-deoxy-3-[4-(4-chloro-thiazol-2-yl)-1H-1,2,3-triazol-1-yl]-2-O-methyl-1-thio-alpha-D-galactopyranoside